ClC1=CC=C(C=C1)C1=C2C=CC=CC2=C(C2=CC=CC=C12)C=1C=CC(=NC1)C1=CC=CC=C1 5-(10-(4-chlorophenyl)anthracen-9-yl)-2-phenylpyridine